5-(2-methoxypyrimidin-4-yl)-5-azaspiro[2.5]octane-8-carboxylic acid COC1=NC=CC(=N1)N1CC2(CC2)C(CC1)C(=O)O